3-fluoro-4-[2-hydroxy-2-(5,5,8,8-tetramethyl-5,6,7,8-tetrahydronaphthalene-2-yl)acetylamino]benzoic acid FC=1C=C(C(=O)O)C=CC1NC(C(C1=CC=2C(CCC(C2C=C1)(C)C)(C)C)O)=O